C(C)(C)(C)OC(=O)N1OCC[C@H]1C=1N=C(SC1)C#N (3S)-3-(2-Cyanothiazol-4-yl)isoxazolidine-2-carboxylic acid tert-butyl ester